1,3-dioxoisobenzofuran-5,6-dicarboxylic acid O=C1OC(C2=CC(=C(C=C12)C(=O)O)C(=O)O)=O